3-Methyl-2-(4-{5-[7-(pyrrolidin-1-yl)-5,6,7,8-tetrahydronaphthalen-2-yl]-1H-pyrazolo[3,4-b]pyridin-3-yl}phenyl)pyridine CC=1C(=NC=CC1)C1=CC=C(C=C1)C1=NNC2=NC=C(C=C21)C2=CC=1CC(CCC1C=C2)N2CCCC2